N-(4-((2-((4-chloro-3-(trifluoromethyl)phenyl)amino)-5,6-dihydro-4H-imidazo[4,5,1-ij]quinolin-7-yl)oxy)pyridin-2-yl)acetamide ClC1=C(C=C(C=C1)NC1=NC=2C=CC(=C3CCCN1C23)OC2=CC(=NC=C2)NC(C)=O)C(F)(F)F